C1OCC12CN(C2)CC2=CC=C(C=C2)C(C)N2C[C@@H](N(C[C@H]2C)C=2C1=C(N(C(N2)=O)C)C=CC(=N1)C#N)C 4-((2S,5R)-4-(1-(4-((2-oxa-6-azaspiro[3.3]heptan-6-yl)methyl)phenyl)ethyl)-2,5-dimethylpiperazin-1-yl)-1-methyl-2-oxo-1,2-dihydropyrido[3,2-d]pyrimidine-6-carbonitrile